(E) and (Z)-3-hexenylmethyl formate C(=O)OCCCC=CCC